(2-acetyl-3-hydroxyphenoxy)acetic acid methyl ester COC(COC1=C(C(=CC=C1)O)C(C)=O)=O